FC1(CCN(CC1)C(=O)NC(C)C)CN1C2=NC(=NC=C2NC1=O)C1=C(C=CC=C1)C(C)C 4-fluoro-N-isopropyl-4-((2-(2-isopropylphenyl)-8-oxo-7,8-dihydro-9H-purin-9-yl)methyl)piperidine-1-carboxamide